FC=1C=C2CCC(C2=CC1)C1=CN=CN1 5-(5-fluoro-2,3-dihydro-1H-indenyl)-1H-imidazole